OCCCCCNC(OC(C)(C)C)=O tert-butyl (5-hydroxypentyl)carbamate